3,4-dimethylacetophenone CC1=C(C=C(C=C1)C(=O)C)C